[(8-(methylamino)octyl)amino]-2,3-dihydro-1H-isoindole-1,3-dione CNCCCCCCCCNN1C(C2=CC=CC=C2C1=O)=O